C1(CC1)COC1=C(C=CC(=N1)C(=O)NC(CC)(CC)COCCF)N1CC(C1)OC 6-(Cyclopropylmethoxy)-N-{3-[(2-fluoroethoxy)methyl]pent-3-yl}-5-(3-methoxyazetidin-1-yl)pyridine-2-carboxamide